(S)-2-(4-bromo-2-(1,1-difluoropropyl)phenoxy)propanoic acid methyl ester COC([C@H](C)OC1=C(C=C(C=C1)Br)C(CC)(F)F)=O